N'-[5-bromomethyl-6-[(1S)-1-methyl-2-propoxy-ethoxy]-3-pyridyl]-N-ethyl-N-methyl-formamidine BrCC=1C=C(C=NC1O[C@H](COCCC)C)N=CN(C)CC